4-ethynyl-pyrazolo[1,5-a]pyridine-6-carboxamide C(#C)C=1C=2N(C=C(C1)C(=O)N)N=CC2